C(C)(C)(C)OC(=O)N1CCN(CC1)C1=CC(=CC=C1)CC(=C=O)OC 4-[3-(2-Methoxy-2-carbonylethyl)phenyl]piperazine-1-carboxylic acid tert-butyl ester